FC(C1=C(C=CC=C1)N1C(=CC2=C1N=C(S2)C)C(=O)N)(F)F (2-trifluoromethylphenyl)-2-methyl-4H-pyrrolo[2,3-d]thiazole-5-carboxamide